potassium zinc iron chloride [Fe](Cl)Cl.[Zn].[K]